6,10-dimethyl-3-oxa-9-undecenal CC(CCOCC=O)CCC=C(C)C